BrC=1C=NC(=NC1)C=1C(=NC=CN1)C(C)NC(C1=CC(=CC(=C1)C(F)(F)F)C(F)(F)C1CC1)=O N-[1-[3-(5-bromopyrimidin-2-yl)pyrazin-2-yl]ethyl]-3-[cyclopropyl(difluoro)methyl]-5-(trifluoromethyl)benzamide